(R)-4-(cyclopropylamino)-N-(2-fluoro-3-hydroxy-3-methylbutyl)-6-(pyridin-3-yl)pyrrolo[1,2-b]pyridazine-3-carboxamide C1(CC1)NC=1C=2N(N=CC1C(=O)NC[C@H](C(C)(C)O)F)C=C(C2)C=2C=NC=CC2